5-bromo-2-methyl-4-(pyridin-3-yl)thiazole BrC1=C(N=C(S1)C)C=1C=NC=CC1